benzyl ((trans-4-hydroxycyclohexyl)methyl)carbamate O[C@@H]1CC[C@H](CC1)CNC(OCC1=CC=CC=C1)=O